ClC1=C(C(=CC=C1)F)C1=CC(=C(N=N1)C(=O)OC)NC1=CC=C(C=C1)N1CCOCC1 Methyl 6-(2-chloro-6-fluorophenyl)-4-((4-morpholinophenyl)amino)pyridazine-3-carboxylate